N1=CC=C(C2=CC=CC=C12)C=1N(C=CN1)C1=CC2=C(NC(N2)=O)C=C1 5-(2-(quinolin-4-yl)-1H-imidazol-1-yl)-1H-benzo[d]imidazol-2(3H)-one